ethyl 5-methyl-2-aminobenzoate CC=1C=CC(=C(C(=O)OCC)C1)N